2-amino-1-(4-aminobut-2-en-1-yl)-7-methoxy-1H-benzo[d]imidazole-5-carboxamide NC1=NC2=C(N1CC=CCN)C(=CC(=C2)C(=O)N)OC